C1NC[C@H]2C1=CCC2 (3aR,6aR)-hexahydrocyclopenta[c]pyrrole